4-(3-Methylfuran-2-yl)-2-(methylsulfonyl)pyrimidine CC1=C(OC=C1)C1=NC(=NC=C1)S(=O)(=O)C